2-(2,6-dioxo-3-piperidinyl)-5-[4-(4-piperidinylmethyl)-1-piperidinyl]isoindoline-1,3-dione O=C1NC(CCC1N1C(C2=CC=C(C=C2C1=O)N1CCC(CC1)CC1CCNCC1)=O)=O